6-(oxetan-3-yl)-N-phenyl-2,6-diazaspiro[3.3]heptan-2-carbothioamide O1CC(C1)N1CC2(CN(C2)C(NC2=CC=CC=C2)=S)C1